N-(2-aminoethyl)-4-((4-((5-cyclopropyl-1H-pyrazol-3-yl)amino)quinazolin-2-yl)amino)benzamide NCCNC(C1=CC=C(C=C1)NC1=NC2=CC=CC=C2C(=N1)NC1=NNC(=C1)C1CC1)=O